C(N)(=O)C=1C=C(C=C(C1OC)Cl)S(=O)(=O)Cl 3-carbamoyl-5-chloro-4-methoxybenzenesulfonyl chloride